C(C)(C)(C)OC(=O)N(C(OC(C)(C)C)=O)C1=NC=C(C=C1Cl)C1CC(CC1)O tert-butyl N-tert-butoxycarbonyl-N-[3-chloro-5-[3-hydroxycyclopentyl]-2-pyridyl]carbamate